C/C(=C\\1/C(=O)C[C@@H]2[C@@]1(CC[C@@H]3[C@@]2(CC[C@H]([C@]3(C)C(=O)[O-])OC(=O)C)C)C)/C=C/C=C(\\C)/C(/C=C/C(C)(C)O)OC The molecule is an oxo monocarboxylic acid anion obtained by the deprotonation of the carboxylic group of globostellatic acid B. It is a conjugate base of a globostellatic acid B.